N-(2-chloro-5-fluoro-4-(trifluoromethyl)phenyl)-2-(2-(3,6-dihydro-2H-pyran-4-yl)-5-ethyl-7-oxo-6-(piperazine-1-yl)-[1,2,4]triazolo[1,5-a]pyrimidin-4(7H)-yl)acetamide ClC1=C(C=C(C(=C1)C(F)(F)F)F)NC(CN1C=2N(C(C(=C1CC)N1CCNCC1)=O)N=C(N2)C=2CCOCC2)=O